COC=1C(=C(C(=CC1)C)C1=CC=2C(=NC(=NC2)NC2=NC=CC=C2)N2C1=NC=N2)C 4-(3-methoxy-2,6-dimethylphenyl)-N-(pyridin-2-yl)-[1,2,4]triazolo[1',5':1,6]pyrido[2,3-d]pyrimidin-8-amine